methyl (S)-1-allyl-2-((5-((tert-butoxycarbonyl) amino)-7-chloro-1-((2-(trimethylsilyl) ethoxy) methyl)-1H-pyrrolo[3,2-b]pyridin-2-yl) methyl)-5-fluoro-3-oxoisoindoline-1-carboxylate C(C=C)[C@@]1(N(C(C2=CC(=CC=C12)F)=O)CC1=CC2=NC(=CC(=C2N1COCC[Si](C)(C)C)Cl)NC(=O)OC(C)(C)C)C(=O)OC